NCCCC(=O)N[C@@H](CCCCN)C(=O)OC Methyl (4-aminobutanoyl)-L-lysinate